ClC1=CC(=CC(=N1)C[C@@H]1COC2=C(C=C(C=C2[C@@H]1O)CN1C(=NC=C1)C)C=1C(=NN(C1)CC)C(F)(F)F)C (3R,4R)-3-((6-chloro-4-methylpyridin-2-yl)methyl)-8-(1-ethyl-3-(trifluoromethyl)-1H-pyrazol-4-yl)-6-((2-methyl-1H-imidazol-1-yl)methyl)chroman-4-ol